6-(3-Bromo-7,8-dihydro-1,6-naphthyridin-6(5H)-yl)-4,5-dimethyl-N-(pyridin-4-ylmethyl)pyridazine-3-carboxamide BrC=1C=NC=2CCN(CC2C1)C1=C(C(=C(N=N1)C(=O)NCC1=CC=NC=C1)C)C